Bis(isopropyl-sec-butylamino)methylsilane C(C)(C)N(C(C)CC)C(N(C(C)C)C(C)CC)[SiH3]